C(C)(C)(C)OC(=O)N1[C@@H](CN([C@H](C1)C)C=1C2=C(N(C(N1)=O)C=1C(=NC=CC1C)C(C)C)N=C(C(=C2)C#N)N2CCCCC2)C (2R,5S)-4-(6-cyano-1-(2-isopropyl-4-methylpyridin-3-yl)-2-oxo-7-(piperidin-1-yl)-1,2-dihydropyrido[2,3-d]pyrimidin-4-yl)-2,5-dimethylpiperazine-1-carboxylic acid tert-butyl ester